(S)-7-(6-(3-(dimethylamino)propoxy)pyridin-3-yl)-2,10-dimethyl-9,10-dihydro-8-oxa-2,4,10a-triazanaphtho[2,1,8-cde]azulen-1(2H)-one CN(CCCOC1=CC=C(C=N1)C1=CC=C2N=CC=3N(C(N4[C@H](COC1=C2C34)C)=O)C)C